tert-butyl-4-(4-bromo-3-fluorophenyl)-3,6-dihydropyridine Butyl-3-(2-((12-methoxy-12-oxododecyl)(tetradecyl)amino)ethyl)piperidine-1-carboxylate C(CCC)OC(=O)N1CC(CCC1)CCN(CCCCCCCCCCCCCC)CCCCCCCCCCCC(=O)OC.C(C)(C)(C)C1=NCC=C(C1)C1=CC(=C(C=C1)Br)F